NC1=C(C(=CC2=C1N=C(S2)C(CC(C(=O)O)C)=O)OC)O 4-(4-amino-5-hydroxy-6-methoxybenzo[d]thiazol-2-yl)-2-methyl-4-oxobutanoic acid